estra-1,3,5(10)-triene-3,17α-diol valerate C(CCCC)(=O)O.C[C@@]12[C@@H](CC[C@H]1[C@@H]1CCC=3C=C(C=CC3[C@H]1CC2)O)O